ClC1=C(C=CC(=C1)F)C=1N(C(=CC1C(=O)N)C1=C2C(=NC=C1)NC=C2)COCC[Si](C)(C)C 2-(2-chloro-4-fluorophenyl)-5-(1H-pyrrolo[2,3-b]pyridin-4-yl)-1-{[2-(trimethylsilyl)ethoxy]methyl}-1H-pyrrole-3-carboxamide